FC(CN1CC=CC=C1)(F)F 1-(2,2,2-trifluoroethyl)-1H-pyridine